6-methoxy-1,3-dimethylquinolin-2(1H)-one COC=1C=C2C=C(C(N(C2=CC1)C)=O)C